4-((3-chloro-4-fluorophenyl)amino)-7-formylamino-1H-indole-2-carboxylic acid ClC=1C=C(C=CC1F)NC1=C2C=C(NC2=C(C=C1)NC=O)C(=O)O